S1C=NC=C1C1=NC=2C(=C3C(=NC2)NC=C3)N1C1CCC(CC1)CC#N 2-((1r,4r)-4-(2-(thiazol-5-yl)imidazo[4,5-d]pyrrolo[2,3-b]pyridin-1(6H)-yl)cyclohexyl)acetonitrile